C/C(=C\\CNC1=C2C(=NC=N1)N(C=N2)[C@H]3[C@@H]([C@@H]([C@H](O3)CO)O)O)/CO The molecule is a 9-ribosylzeatin having trans-zeatin as the nucleobase. It has a role as a plant metabolite and a cytokinin. It is a nucleoside analogue and a 9-ribosylzeatin. It derives from an adenosine.